FC1([C@H]2C/C(/[C@H]([C@@H](C1)N2)OC)=C/C=2N=NC(=CN2)C=2C=C1C=CN=CC1=CC2O)F 6-(3-((Z)-((1R,2R,5R)-6,6-difluoro-2-methoxy-8-azabicyclo[3.2.1]octan-3-ylidene)methyl)-1,2,4-triazin-6-yl)isoquinolin-7-ol